3-[(2-fluoro-3-nitro-phenyl)methyl]-7-hydroxy-4-methyl-chromen-2-one FC1=C(C=CC=C1[N+](=O)[O-])CC=1C(OC2=CC(=CC=C2C1C)O)=O